N-((S)-1-(3-chlorophenyl)-2-hydroxyethyl)-1-(2-((1,1-dioxido-tetrahydrothiophen-3-yl)amino)-5-methylpyrimidin-4-yl)-1H-imidazole-4-carboxamide ClC=1C=C(C=CC1)[C@@H](CO)NC(=O)C=1N=CN(C1)C1=NC(=NC=C1C)NC1CS(CC1)(=O)=O